ethyl({[4-hydroxy-1-(8-methoxyquinazolin-4-yl)piperidin-4-yl]methyl})imino-λ6-sulfanone C(C)S(=O)=NCC1(CCN(CC1)C1=NC=NC2=C(C=CC=C12)OC)O